2-methyl-N-(5-(morpholinomethyl)thiazol-2-yl)-5-(3-(trifluoromethyl)phenyl)furan-3-carboxamide CC=1OC(=CC1C(=O)NC=1SC(=CN1)CN1CCOCC1)C1=CC(=CC=C1)C(F)(F)F